(2R)-3-methylbutan-2-amine CC([C@@H](C)N)C